1-[4-fluoro-2-(2,2,2-trifluoroethoxy)phenyl]-2-oxo-N-{6-[(2,2,2-trifluoroethoxy)methyl]pyridin-3-yl}-1,2-dihydropyridine-3-carboxamide FC1=CC(=C(C=C1)N1C(C(=CC=C1)C(=O)NC=1C=NC(=CC1)COCC(F)(F)F)=O)OCC(F)(F)F